tri(ethoxy)butynylsilane C(C)OC(CC#C[SiH3])(OCC)OCC